2-(2-Fluoro-4-pyrrolidin-1-ylphenyl)-N-[(3S)-2-oxo-5-phenyl-1,3-dihydro-1,4-benzodiazepin-3-yl]pyrazolo[1,5-a]pyrimidine-3-carboxamide FC1=C(C=CC(=C1)N1CCCC1)C1=NN2C(N=CC=C2)=C1C(=O)N[C@@H]1C(NC2=C(C(=N1)C1=CC=CC=C1)C=CC=C2)=O